C(#N)C1=CC=2N(N=C1)C(=CC2)C2=NC=C(C(=C2)NC2CC(C2)(F)CNC(OC)=O)C(NC[C@H](C(C)(C)O)F)=O Methyl (R)-((3-((2-(3-cyanopyrrolo[1,2-b]pyridazin-7-yl)-5-((2-fluoro-3-hydroxy-3-methylbutyl)carbamoyl)pyridin-4-yl)amino)-1-fluorocyclobutyl)methyl)carbamate